4-nitrophenyl (3-((2,2-dimethyl-1,3-dioxolan-4-yl) methoxy) propionate) CC1(OCC(O1)COCCC(=O)OC1=CC=C(C=C1)[N+](=O)[O-])C